ClC=1C=[N+](C=C(C1C[C@@H](C1=CC(=C(C=C1)OC(F)F)OCC1CC1)OC(C1=CC(=C(C=C1)OS(=O)(=O)CCN(C)C)OCC1CC1)=O)Cl)[O-] (S)-3,5-dichloro-4-(2-(3-(cyclopropylmethoxy)-4-(2-(dimethylamino)-ethylsulfonyloxy)benzoyloxy)-2-(3-(cyclopropylmethoxy)-4-(difluoromethoxy)-phenyl)ethyl)pyridine 1-oxide